4-amino-6,7-dimethoxy-2-(5-methane-sulfonamido-1,2,3,4-tetrahydroisoquinol-2-yl)-5-(2-pyridyl)quinazoline NC1=NC(=NC2=CC(=C(C(=C12)C1=NC=CC=C1)OC)OC)N1CC2=CC=CC(=C2CC1)NS(=O)(=O)C